N-(5-((6-(3-(2-((3-fluorobenzyl)oxy)phenyl)isoxazolidin-2-yl)pyrimidin-4-yl)amino)-4-methoxy-2-(4-methylpiperazin-1-yl)phenyl)acrylamide FC=1C=C(COC2=C(C=CC=C2)C2N(OCC2)C2=CC(=NC=N2)NC=2C(=CC(=C(C2)NC(C=C)=O)N2CCN(CC2)C)OC)C=CC1